OC1(CC(C1)Br)C(=O)OCC1=CC=CC=C1 benzyl 1-hydroxy-3-bromocyclobutane-1-carboxylate